C1=CC=CC=2CCC=3C=C4CC=NC4=CC3C12 6,8-dihydro-5H-naphtho[2,1-f]indole